C(CC(=C)C)NCC=1C(NC(NC1)=O)=O 5-(isopentenylaminomethyl)uracil